ClC1=CC=C(C=C1)[C@@]1(N(C(C2=CC(=CC(=C12)F)C(COCC)(C)O)=O)CC1=NC=C(C=C1)Cl)O[C@@H]1CC(CC1)=O (3R)-3-(4-chlorophenyl)-2-[(5-chloropyridin-2-yl)methyl]-6-(1-ethoxy-2-hydroxypropan-2-yl)-4-fluoro-3-[(3S)-oxocyclopent-3-yloxy]-2,3-dihydro-1H-isoindol-1-one